(S)-5-(((3-((3-chloro-2-(2-chloro-3-(6-methoxy-5-(((((R)-5-oxopyrrolidin-2-yl)methyl)amino)methyl)pyridin-2-yl)phenyl)pyridin-4-yl)amino)-2-fluorobenzyl)amino)methyl)pyrrolidin-2-one ClC=1C(=NC=CC1NC=1C(=C(CNC[C@@H]2CCC(N2)=O)C=CC1)F)C1=C(C(=CC=C1)C1=NC(=C(C=C1)CNC[C@@H]1NC(CC1)=O)OC)Cl